S(=O)(=O)(ON1C(N2[C@@H](C3=C([C@H]1C2)SC=C3CCNC(=N)N)C(N(C)C)=O)=O)O (trans-4-(dimethylcarbamoyl)-3-(2-guanidinoethyl)-5,8-methano-6-oxo-4,8-dihydrothieno[2,3-e][1,3]diazepin-7-yl) hydrogen sulfate